FC1=CC=C(C=C1)C1=CC=C(C(=N1)C1=NN(C=C1)C)[C@]1(CN(CC1)C(C=C)=O)O |o1:19| (R)- or (S)-1-(3-(6-(4-fluorophenyl)-2-(1-methyl-1H-pyrazol-3-yl)pyridin-3-yl)-3-hydroxypyrrolidin-1-yl)prop-2-en-1-one